COC(=O)C=1C2=C(N=CC1C=C)NC=C2 C5-vinyl-1H-pyrrolo[2,3-b]pyridine-4-carboxylic acid methyl ester